Cl.N1=CC(=C2N1CCNC2)C=2N=CSC2 4-{4H,5H,6H,7H-pyrazolo[1,5-a]pyrazin-3-yl}-1,3-thiazole hydrochloride